FC1(CCN(CCC1)C1=NC2=CC(=CC=C2C=C1C(=O)NC=1SC(=CN1)C(=O)OC)F)F methyl 2-(2-(4,4-difluoroazepan-1-yl)-7-fluoroquinoline-3-carboxamido)thiazole-5-carboxylate